C(=C)C1C2(CC3CC(CC1C3)C2)P(C23C(C1CC(CC(C2)C1)C3)C=C)Cl di(vinyl-adamantyl)phosphorus chloride